5-(2-chloroethyl)-1-(4-chlorophenyl)-6-(pyridin-3-yl)-1,5-dihydro-4H-pyrazolo[3,4-d]pyrimidin-4-one ClCCN1C(=NC2=C(C1=O)C=NN2C2=CC=C(C=C2)Cl)C=2C=NC=CC2